C(C1=CC=CC=C1)(C1=CC=CC=C1)N1C(C2(NC=3C=CC=CC3C=3C4=C(C=CC23)C(=C(N4)C4=CC=C(C=C4)OC)C)C4=CC=CC=C14)=O (+)-1-Benzhydryl-2'-(4-methoxyphenyl)-3'-methyl-1',7'-dihydrospiro[indoline-3,6'-pyrrolo[3,2-k]phenanthridin]-2-one